NC=1C(=NC(=CN1)C1=C(C=CC(=C1)C(C(F)F)(CO)O)C)C(=O)O 3-amino-6-(5-(1,1-difluoro-2,3-dihydroxypropan-2-yl)-2-methylphenyl)pyrazine-2-carboxylic acid